3-(6-methyl-3-(4-(methylcarbamoyl)phenyl)-4-oxo-3,4-dihydropyrido[3,4-d]pyrimidin-2-yl)pyrrolidine-1-carboxylate CC1=CC2=C(N=C(N(C2=O)C2=CC=C(C=C2)C(NC)=O)C2CN(CC2)C(=O)[O-])C=N1